C(C)OC(=O)C1=C[C@H]([C@@H]([C@H](C1)O)Cl)OC(CC)CC (3R,4R,5S)-4-chloro-5-hydroxy-3-(pentan-3-yloxy)-cyclohex-1-ene-1-carboxylic acid ethyl ester